C1=C(C=CC2=CC=CC=C12)CN1C(C(NC2=CC=CC=C12)=O)=O 1-(naphthalen-2-ylmethyl)-1,4-dihydroquinoxaline-2,3-dione